BrC1=CC=C2CC(C(OC2=C1)=O)C(C)C 7-bromo-3-isopropyl-chromanone